FC=1C=CC2=C(C=CO2)C1CNC1=NC=C(C=2N1C=CN2)C=2C(=NC=CC2)C 5-(((5-fluorobenzofuran-4-yl)methyl)amino)-8-(2-methylpyridin-3-yl)imidazo[1,2-c]pyrimidine